C(CCC)OC1=C(C=C(C=C1)C=CC(=O)NCNC1=C(C=CC=C1)C(F)(F)F)OC 3-(4-butoxy-3-methoxyphenyl)-N-((2-(trifluoromethyl)phenyl)aminomethyl)acrylamide